C(CCCCC(C)C)C1=CC=C(C=C1)NC1=CC=CC2=CC=CC=C12 N-p-isooctylphenyl-α-naphthylamine